C(C)N1C=NC2=C1N=NC=C2C=2C=CC(=C(C2)B(O)O)F (5-(7-Ethyl-7H-imidazo[4,5-c]pyridazin-4-yl)-2-fluorophenyl)boronic acid